cis-2-(2,6-dioxopiperidin-3-yl)-5-(4-((1-(4-(7-hydroxy-3-phenylchroman-4-yl)phenyl)piperidin-4-yl)methyl)piperazin-1-yl)isoindoline-1,3-dione O=C1NC(CCC1N1C(C2=CC=C(C=C2C1=O)N1CCN(CC1)CC1CCN(CC1)C1=CC=C(C=C1)[C@@H]1[C@@H](COC2=CC(=CC=C12)O)C1=CC=CC=C1)=O)=O